1-(2-amino-4-methoxyphenyl)ethan-1-one hydrochloride Cl.NC1=C(C=CC(=C1)OC)C(C)=O